FC1(CCN(CC1)C1=NC(=CC(=N1)NC(C1=C(C=C(C=C1)NS(=O)(=O)CCO)C1=CCC2(CC2)CC1)=O)C)F N-[2-(4,4-difluoropiperidin-1-yl)-6-methylpyrimidin-4-yl]-4-(2-hydroxyethanesulfonylamino)-2-{spiro[2.5]oct-5-en-6-yl}benzamide